C(=O)=C1C(C(=O)O)C=CC(=C1)C(=O)O carbonylterephthalic acid